CN1C(=NN=C1)C[C@@H](C)C=1C=C(C=O)C=CC1 |r| (+/-)-3-(1-(4-Methyl-4H-1,2,4-triazol-3-yl)propan-2-yl)benzaldehyde